CC1=C(C=C2C=NNC2=C1)\C(=C(/CC)\C1=CC=CC=C1)\C1=CC=C(C=C1)/C=C/C(=O)O (E)-3-(4-((E)-1-(6-methyl-1H-indazol-5-yl)-2-phenylbut-1-en-1-yl)phenyl)acrylic acid